O1C(=NC2=C1C=CC=C2)C2=CC=C(C=C2)C=CC2=CC=C(C=C2)C=2OC1=C(N2)C=C(C=C1)C 2-[4-[2-[4-(benzoxazol-2-yl)phenyl]vinyl]phenyl]-5-methylbenzoxazole